C(C)(C)(C)OC(=O)N1C(CCC1)C1=NC(=CC=C1)COC1=C(C=C(C=C1)Cl)Cl (6-((2,4-dichlorophenoxy)methyl)pyridin-2-yl)pyrrolidine-1-carboxylic acid tert-butyl ester